N[C@@H]([C@H](O)C)C(=O)O |r| racemic-threonine